3-amino-7-(5-tert-butyl-1,3,4-oxadiazol-2-yl)-8-fluoro-5-[[4-(trifluoromethoxy)phenyl]methyl]-2,3-dihydro-1,5-benzothiazepin-4-one NC1CSC2=C(N(C1=O)CC1=CC=C(C=C1)OC(F)(F)F)C=C(C(=C2)F)C=2OC(=NN2)C(C)(C)C